C(C)OC1=C(C=C2C(=NC=NC2=C1)C=1C(=NN(C1)C)C1=CC=CC=C1)N1[C@H](CN(CC1)C(=O)OC(C)(C)C)C tert-butyl (S)-4-(7-ethoxy-4-(1-methyl-3-phenyl-1H-pyrazol-4-yl)quinazolin-6-yl)-3-methylpiperazine-1-carboxylate